(S)-7-amino-3-(1-(but-2-ynoyl)piperidin-3-yl)-1-(4-(2-fluorophenoxy)phenyl)-1,5-dihydro-4H-pyrrolo[2,3-d]pyridazin-4-one NC1=NNC(C2=C1N(C=C2[C@H]2CN(CCC2)C(C#CC)=O)C2=CC=C(C=C2)OC2=C(C=CC=C2)F)=O